FC=1C=CC=2N(C(C(=C(N2)C2=CC=CC=C2)OC(C2=CC=CC=C2)=O)=O)C1 7-fluoro-2-phenyl-3-benzoyloxy-4H-pyrido[1,2-a]pyrimidin-4-one